C(C=C)(=O)N1CCN(CC1)C=1C(=NC=NC1)C1=CC(=C(CNC(=O)C2=NC(=NO2)C2(CC2)C)C=C1)C N-(4-(5-(4-acryloylpiperazin-1-yl)pyrimidin-4-yl)-2-methylbenzyl)-3-(1-methylcyclopropyl)-1,2,4-oxadiazole-5-carboxamide